dimethyl-2,7-diaza-pyrene CC=1N=C(C2=CC=C3C=NC=C4C=CC1C2=C43)C